ClC1=C(C=CC(=C1)Cl)C(C(C#N)=C1NC2=CC=CC=C2C(N1)=O)=O 2,4-dichloro-alpha-(3,4-dihydro-4-oxo-2(1H)-quinazolinylidene)-beta-oxo-phenylpropanenitrile